CN(C(=O)NC1=NC(=NC(=C1)C(F)(F)F)C)C1CC2(CN(C2)C(=O)C=2C=NN3C2SC=C3)C1 1-methyl-3-(2-methyl-6-(trifluoromethyl)pyrimidin-4-yl)-1-(2-(pyrazolo[5,1-b]thiazole-7-carbonyl)-2-azaspiro[3.3]heptan-6-yl)urea